CON(C(C(CNC(OCC1=CC=CC=C1)=O)C1=CC=CC=C1)=O)C benzyl N-[3-[methoxy(methyl)amino]-3-oxo-2-phenyl-propyl]carbamate